4-(3-amino-1-(2-(pyridin-4-yl)-2H-indazol-5-yl)-1H-pyrazol-5-yl)-2-fluorobenzonitrile NC1=NN(C(=C1)C1=CC(=C(C#N)C=C1)F)C1=CC2=CN(N=C2C=C1)C1=CC=NC=C1